6-((4-((3-cyanobenzyl)oxy)-3-methoxyphenyl)amino)-3-morpholinoquinoxaline-5-carbonitrile C(#N)C=1C=C(COC2=C(C=C(C=C2)NC2=C(C=3N=C(C=NC3C=C2)N2CCOCC2)C#N)OC)C=CC1